CN1N=CC(=C1)C1=CC=2N(C=C1)C(=CN2)C2=CC=CC(=N2)NC2=CC=C(C=C2)OCCN2CCCCC2 6-(7-(1-methyl-1H-pyrazol-4-yl)imidazo[1,2-a]pyridin-3-yl)-N-(4-(2-(piperidin-1-yl)ethoxy)phenyl)pyridin-2-amine